NC1=C(C=C(C=N1)C=1C=C2N(N1)CC[C@]21CN(CC1)C(=O)NC(C)(C)C1=NC=CC=C1)C(F)(F)F (3R)-2'-[6-amino-5-(trifluoromethyl)pyridin-3-yl]-N-[2-(pyridin-2-yl)propan-2-yl]-5',6'-dihydrospiro[pyrrolidine-3,4'-pyrrolo[1,2-b]pyrazole]-1-carboxamide